(2S,4r)-1-[(2S)-3,3-dimethyl-2-[4-[4-methyl-3-(phenylcarbamoyl)phenyl]triazol-1-yl]butyryl]-4-hydroxy-N-methyl-pyrrolidine-2-carboxamide CC([C@@H](C(=O)N1[C@@H](C[C@H](C1)O)C(=O)NC)N1N=NC(=C1)C1=CC(=C(C=C1)C)C(NC1=CC=CC=C1)=O)(C)C